C(C)N1CCN(CC1)C1=C(CN2CCCC23CCN(CC3)C(=O)OC(C(F)(F)F)C(F)(F)F)C=CC(=C1)C(F)(F)F 1,1,1,3,3,3-hexafluoropropan-2-yl 1-(2-(4-ethylpiperazin-1-yl)-4-(trifluoromethyl) benzyl)-1,8-diazaspiro[4.5]decane-8-carboxylate